C1(=CC=CC=C1)P(=O)(C1=CC=CC=C1)C1OC2=CC(=CC=C2C(C1)=O)OC 2-(diphenylphosphoryl)-7-methoxychroman-4-one